3-((R)-1-(5-cyano-6-((S)-2-methylazetidine-1-yl)-4-(trifluoromethyl)pyridin-2-yl)pyrrolidin-3-yl)propionic acid C(#N)C=1C(=CC(=NC1N1[C@H](CC1)C)N1C[C@@H](CC1)CCC(=O)O)C(F)(F)F